7-(hydroxymethyl)-3-methylisoxazolo[4,5-c]quinolin-4(5H)-one OCC=1C=CC=2C3=C(C(NC2C1)=O)C(=NO3)C